amylfumarate C(CCCC)/C(/C(=O)[O-])=C\C(=O)[O-]